tert-butyl 7-(4-(((S)-3-(((benzyloxy) carbonyl) amino)-4-methoxy-4-oxobutyl) ((S)-2-fluoro-3-methoxypropyl) amino) butyl)-3,4-dihydro-1,8-naphthyridine-1(2H)-carboxylate C(C1=CC=CC=C1)OC(=O)N[C@@H](CCN(CCCCC1=CC=C2CCCN(C2=N1)C(=O)OC(C)(C)C)C[C@@H](COC)F)C(=O)OC